FCC(OC=1C=C2C(N(C(N(C2=CC1)C1CCN(CC1)C=O)=O)CC1=CC(=C(C=C1)OC(C)C)OC)=O)CF 4-{6-[2-fluoro-1-(fluoromethyl)ethoxy]-3-[3-methoxy-4-(1-methylethoxy)benzyl]-2,4-dioxo-3,4-dihydroquinazolin-1(2H)-yl}piperidine-1-carbaldehyde